C1(CC1)CN1C(=CC2=CC=CC(=C12)OCC1CNC(C1)=O)C1=NN2C(C=CC(=C2)C(=O)OCC)=C1C ethyl 2-(1-(cyclopropylmethyl)-7-((5-oxopyrrolidin-3-yl) methoxy)-1H-indol-2-yl)-3-methylpyrazolo[1,5-a]pyridine-6-carboxylate